C(C1CO1)OOCC1CO1 glycidoxy glycidyl ether